ClC=1C=C(CN2C=CC3=CC(=CC(=C23)C(=O)NC2(CC2)C2=CC=C(C(=O)O)C=C2)C2=CC(=CC=C2)C#N)C=CC1 4-(1-(1-(3-chlorobenzyl)-5-(3-cyanophenyl)-1H-indole-7-carboxamido)cyclopropyl)benzoic acid